4-(pyridazin-4-yl)thiazole-2-carboxylic acid methyl ester COC(=O)C=1SC=C(N1)C1=CN=NC=C1